FC=1C(=CC(=NC1)OC)S(=O)(=O)N1CCC2(CC(CO2)N2CC3(COC3)C2)CC1 8-((5-fluoro-2-methoxypyridin-4-yl)sulfonyl)-3-(2-oxa-6-azaspiro[3.3]hept-6-yl)-1-oxa-8-azaspiro[4.5]decane